4,6-Dimethoxy-N-(4-methoxybenzo[d]isoxazol-3-yl)-2,3-dihydro-1H-indene-5-sulfonamide COC1=C2CCCC2=CC(=C1S(=O)(=O)NC1=NOC2=C1C(=CC=C2)OC)OC